(R)-N-cyclopropyl-4-(2-(4-(3,10-dibromo-8-chloro-6,11-dihydro-5H-benzo[5,6]cyclohepta[1,2-b]pyridin-11-yl)piperidin-1-yl)-2-oxoethyl)piperidine-1-carboxamide C1(CC1)NC(=O)N1CCC(CC1)CC(=O)N1CCC(CC1)[C@@H]1C2=C(CCC=3C1=NC=C(C3)Br)C=C(C=C2Br)Cl